2-[(3E)-4-(3-fluoro-4-methoxyphenyl)but-3-en-1-yl]-2,3-dihydro-1H-isoindole-1,3-dione FC=1C=C(C=CC1OC)/C=C/CCN1C(C2=CC=CC=C2C1=O)=O